N-(2-fluoro-4-trimethylstannyl-phenyl)propionamide FC1=C(C=CC(=C1)[Sn](C)(C)C)NC(CC)=O